1-(1-acetylazepane-4-carbonyl)-4-fluoro-N-{phenyl-[4-(prop-2-yl)phenyl]methyl}pyrrolidine-2-carboxamide C(C)(=O)N1CCC(CCC1)C(=O)N1C(CC(C1)F)C(=O)NC(C1=CC=C(C=C1)C(C)C)C1=CC=CC=C1